(3R)-3-acetylamino-N-(4-(chlorodifluoromethoxy)phenyl)-4-isopropyl-5-(6-methyl-5-oxo-6,7-dihydro-5H-pyrrolo[3,4-b]pyridin-3-yl)-1,2,3,3a,4,8b-hexahydrocyclopenta[b]indole-7-carboxamide C(C)(=O)N[C@@H]1CCC2C1N(C=1C(=CC(=CC21)C(=O)NC2=CC=C(C=C2)OC(F)(F)Cl)C=2C=C1C(=NC2)CN(C1=O)C)C(C)C